(R)-4-(2-(cyclopentanecarboxamido)pyridin-4-yl)-2-fluoro-5-nitro-N-(1-phenylethyl)benzamide C1(CCCC1)C(=O)NC1=NC=CC(=C1)C1=CC(=C(C(=O)N[C@H](C)C2=CC=CC=C2)C=C1[N+](=O)[O-])F